C(C)(C)C1=CC=C(C=C)C=C1 4-isopropyl-styrene